N-(3-(6'-(methylthio)-[2,4'-bipyridyl]-2'-yl)-1H-pyrrolo[2,3-c]pyridin-5-yl)acetamide CSC1=CC(=CC(=N1)C1=CNC2=CN=C(C=C21)NC(C)=O)C2=NC=CC=C2